FC(C(=O)[O-])(OC(C(OC(C(C(F)(F)F)(F)F)(F)F)(C(F)(F)F)F)(F)F)C(F)(F)F.[Na+] sodium perfluoro-2,5-dimethyl-3,6-dioxanonanoate